FC(OC=1C=C(C=CC1F)B(O)O)F (3-(difluoromethoxy)-4-fluorophenyl)boronic acid